CC(C)(C)OC(=O)NCCCCN(CCCN)C(=O)OC(C)(C)C N1,N5-Bis-Boc-spermidine